S1C=C(C=C1)CC#N 3-thiopheneacetonitrile